(S,E)-methyl 7-(1-(2-(bicyclo[1.1.1]pentan-1-ylamino)-2-oxoethyl)-2-oxo-1,2-dihydropyridin-3-ylamino)-6-(5-carbamoyl-1H-pyrrole-3-carboxamido)-7-oxohept-2-enoate C12(CC(C1)C2)NC(CN2C(C(=CC=C2)NC([C@H](CC/C=C/C(=O)OC)NC(=O)C2=CNC(=C2)C(N)=O)=O)=O)=O